FC=1C(=C(C=CC1F)[C@H]1[C@H](O[C@]([C@@H]1C)(C(F)(F)F)C)C(=O)NC1=CC(=NC=C1C)C(=O)N)OC 4-[[(2S,3S,4R,5R)-3-(3,4-difluoro-2-methoxy-phenyl)-4,5-dimethyl-5-(trifluoromethyl)tetrahydrofuran-2-carbonyl]amino]-5-methyl-pyridine-2-carboxamide